(E)-N'-(5-bromo-3-iodo-6-methylpyridin-2-yl)-N,N-dimethylmethanimidamide BrC=1C=C(C(=NC1C)/N=C/N(C)C)I